C1(=CC=CC=C1)[C@H]([C@H]1CNC2=CC=CN=C2C1)NC[C@@H](C)C=1C=C(C=CC1)CC(=O)O 2-(3-((S)-1-(((S)-phenyl((R)-1,2,3,4-tetrahydro-1,5-naphthyridin-3-yl)methyl)amino)propan-2-yl)phenyl)acetic acid